bis(1,2,2,6,6-pentamethyl-4-piperidyl) 2-(3,5-di-tert-butyl-4-hydroxybenzyl)-2-n-butylmalonate C(C)(C)(C)C=1C=C(CC(C(=O)OC2CC(N(C(C2)(C)C)C)(C)C)(C(=O)OC2CC(N(C(C2)(C)C)C)(C)C)CCCC)C=C(C1O)C(C)(C)C